n-butyl-8-cyclopropyl-9-(2-trimethylsilylethoxymethyl)purin-6-amine C(CCC)C1=NC(=C2N=C(N(C2=N1)COCC[Si](C)(C)C)C1CC1)N